3,6-Dimesityl-9H-carbazole C1(=C(C(=CC(=C1)C)C)C=1C=CC=2NC3=CC=C(C=C3C2C1)C1=C(C=C(C=C1C)C)C)C